FC=1C=C(C=CC1C(F)(F)F)NC(=O)[C@]12[C@H]3C[C@@H]([C@@H]([C@@]2(C1)C1=CC(=NC=C1)F)O3)O |r| rac-(1r,2r,4s,5r,6s)-N-(3-fluoro-4-(trifluoromethyl)phenyl)-4-(2-fluoropyridin-4-yl)-6-hydroxy-8-oxatricyclo[3.2.1.02,4]octane-2-carboxamide